ClC=1C=C(C(=O)N(C)C2CC3(CCC(C2)N3C(=O)[O-])CC)C=CC1C1C(C1)C=1C3=C(N=C(N1)C)SC=C3 3-(3-chloro-N-methyl-4-(2-(2-methylthieno[2,3-d]pyrimidin-4-yl)cyclopropyl)benzamido)-1-ethyl-8-azabicyclo[3.2.1]octane-8-carboxylate